FC=1C=C(C(N(C1)C)=O)[C@@H]1N(CCC1)C1=NC=2N(C=C1)N=CC2C(=O)N[C@H]2[C@@H](CCCC2)O 5-((R)-2-(5-fluoro-1-methyl-2-oxo-1,2-dihydropyridin-3-yl)pyrrolidin-1-yl)-N-((1R,2R)-2-hydroxycyclohexyl)pyrazolo[1,5-a]pyrimidine-3-carboxamide